ClC=1C=C(C(=O)NC=2C=C(N(N2)CC2=CC=C(C=C2)OC)C(=O)O)C=CC1OCCOC 5-[[3-chloro-4-(2-methoxyethoxy)benzoyl]amino]-2-[(4-methoxyphenyl)-methyl]pyrazole-3-carboxylic acid